N-[9-[(2R,3R,4R,5R)-5-(azidomethyl)-4-hydroxy-3-methoxy-tetrahydrofuran-2-yl]-6-oxo-1H-purin-2-yl]-2-methyl-propanamide N(=[N+]=[N-])C[C@@H]1[C@H]([C@H]([C@@H](O1)N1C=2N=C(NC(C2N=C1)=O)NC(C(C)C)=O)OC)O